3-(methoxyphenyl)morpholine-4-carboxamide COC1=C(C=CC=C1)C1N(CCOC1)C(=O)N